[OH-].C(CCCCCCCCCC)C=1[NH2+]CCN1 2-undecylimidazolinium hydroxide